thiazol-2(1H)-one S1C(NC=C1)=O